FC1(C=CN=CC=C1)F 4,4-Difluoroazepine